((4-(3,3-dimethoxypropyl)benzyl)oxy)triisopropylsilane COC(CCC1=CC=C(CO[Si](C(C)C)(C(C)C)C(C)C)C=C1)OC